2-(4-tolyl)quinazolin-4(3H)-one C1(=CC=C(C=C1)C1=NC2=CC=CC=C2C(N1)=O)C